BrC=1C=CC2=C(NC(N2C=2C(=NC(=CC2)OCC2=CC=CC=C2)OCC2=CC=CC=C2)=O)C1F 6-bromo-3-(2,6-dibenzyloxy-3-pyridyl)-7-fluoro-1H-benzimidazol-2-one